2-((3-(3-bromo-6,7,7a,8,10,11-hexahydro-9H-pyrazino[1,2-d]pyrido[3,2-b][1,4]oxazepin-9-yl)-3-oxopropoxy)methyl)azetidin BrC1=CC=2OCCC3N(C2N=C1)CCN(C3)C(CCOCC3NCC3)=O